Cl.Cl.CN1N=CC(=C1)C(CN1CCCCC1)N 1-(1-methyl-1H-pyrazol-4-yl)-2-(piperidin-1-yl)ethan-1-amine bis-hydrochloride